FC(C1=CC=C(C=N1)C=1C=CC2=C(C=C(S2)CN2C(NN=C2)=O)C1)(F)F 4-({5-[6-(trifluoromethyl)pyridin-3-yl]-1-benzothien-2-yl}methyl)-2,4-dihydro-3H-1,2,4-triazol-3-one